NC1=NC=2C=CC(=CC2C2=C1C=NN2C)C(=O)N(N2C(CCC2)=O)CC=2N=C1N(C=C(C=C1)Cl)C2 4-Amino-N-[(6-chloroimidazo[1,2-a]pyridin-2-yl)methyl]-1-methyl-N-(2-oxopyrrolidin-1-yl)pyrazolo[4,3-c]quinoline-8-carboxamide